(R)-N-((S)-2-(dimethylamino)-3-(4-methyl-2-oxoindolin-5-yl)propyl)-3-(pyridin-3-yl)-3-(1-(trifluoromethyl)cyclopropyl)propanamide CN([C@H](CNC(C[C@@H](C1(CC1)C(F)(F)F)C=1C=NC=CC1)=O)CC=1C(=C2CC(NC2=CC1)=O)C)C